C(C=C)N(CCC1=CNC2=CC=C(C=C12)OC(CC(=O)O)=O)CC=C 3-((3-(2-(diallylamino)ethyl)-1H-indol-5-yl)oxy)-3-oxopropionic acid